ClC1=C(C(=CC=C1)C)NC(=O)C1=CN=C(S1)NC1=NC(=NC(=C1)N1CCN(CC1)CCOCCNC(=O)C=1C(OC2=CC(=C(C=C2C1)F)O)=O)C N-(2-chloro-6-methylphenyl)-2-((6-(4-(2-(2-(6-fluoro-7-hydroxy-2-oxo-2H-chromene-3-carboxamido)ethoxy)ethyl)piperazin-1-yl)-2-methylpyrimidin-4-yl)amino)thiazole-5-carboxamide